6-(3,5-difluoro-4-hydroxyphenyl)-5-methyl-4,5-dihydro-2H-pyridazin-3-one FC=1C=C(C=C(C1O)F)C=1C(CC(NN1)=O)C